N-(3-{6-azaspiro[2.5]octane-6-yl}-4-{4-[2-(4,4-difluoropiperidin-1-yl)-6-Methylpyrimidin-4-yl]-1H-1,2,3-triazol-1-yl}phenyl)-1-hydroxy-2-methylpropane-2-sulfonamide C1CC12CCN(CC2)C=2C=C(C=CC2N2N=NC(=C2)C2=NC(=NC(=C2)C)N2CCC(CC2)(F)F)NS(=O)(=O)C(CO)(C)C